Cl.N[C@@H]1C(N(C2=C(OC1)C=CC(=C2)OC2CCC(CC2)O)C)=O (S)-3-amino-7-(((1r,4S)-4-hydroxycyclohexyl)oxy)-5-methyl-2,3-dihydrobenzo[b][1,4]oxazepin-4(5H)-one hydrochloride